3-[5-[4-[[4-[(3R,5R)-5-[(5-bromo-1-methyl-6-oxo-pyridazin-4-yl)amino]-1-methyl-3-piperidyl]phenyl]methyl]piperazin-1-yl]-2-methyl-phenyl]piperidine-2,6-dione BrC1=C(C=NN(C1=O)C)N[C@@H]1C[C@@H](CN(C1)C)C1=CC=C(C=C1)CN1CCN(CC1)C=1C=CC(=C(C1)C1C(NC(CC1)=O)=O)C